BrCCN(S(=O)(=O)C=1C(=C(C(=CC1CCCCC)O)C1=C(C=CC(=C1)C)C(=C)C)O)CCO N-(2-bromoethyl)-2,6-dihydroxy-N-(2-hydroxyethyl)-5'-methyl-4-pentyl-2'-(prop-1-en-2-yl)-[1,1'-biphenyl]-3-sulfonamide